C[Si](C#CC=1C=CC=C2C=NN(C12)C1OCCCC1)(C)C trimethyl-[2-(1-tetrahydropyran-2-ylindazol-7-yl)ethynyl]silane